1,1,3,3-tetrakismethoxymethylthiourea COCN(C(=S)N(COC)COC)COC